CC(C)(C)[O-].[Na+] Sodium tert.butoxide